C=C1CN(C(O1)=O)CC=1SC=CC1 5-methylene-3-(thiophen-2-ylmethyl)oxazolidin-2-one